1,2,3,4-tetrahydro-isoquinoline hydrochloride Cl.C1NCCC2=CC=CC=C12